Methyl 2-(7-bromo-2H-1,3-benzodioxol-5-yl)acetate BrC1=CC(=CC2=C1OCO2)CC(=O)OC